C(#N)C=1C=C(C=CC1OC)C=1N=C(SC1)C(=O)O 4-(3-cyano-4-methoxyphenyl)thiazole-2-carboxylic acid